arginine ketoisocaproate CC(C)CC(=O)C(=O)O.C(C[C@@H](C(=O)O)N)CN=C(N)N